S(=O)(=O)([O-])[O-].[Cu+2] copper (2+) sulphate